6-((dimethylamino)methyl)-5-morpholinopyridin-2-amine CN(C)CC1=C(C=CC(=N1)N)N1CCOCC1